trimethylammonium hydroxide [OH-].C[NH+](C)C